C(#N)C=1C=C(C=CC1)C1=CC(=NC2=CC=C(C=C12)CCCCCC)N(CC(=O)O)C 2-{[4-(3-cyanophenyl)-6-hexylquinolin-2-yl](methyl)amino}acetic acid